(5S)-3-cyclopropyl-5-ethyl-2-oxopyrrolidine-3-carbonitrile C1(CC1)C1(C(N[C@H](C1)CC)=O)C#N